ClC1=NC=C(C(=C1)NC(C)C)C=1SC(=NN1)C 2-chloro-N-isopropyl-5-(5-methyl-1,3,4-thiadiazol-2-yl)pyridin-4-amine